3-(5-bromo-4-methylpyrimidin-2-yl)-N-((3-(1,1,1-trifluoro-2-methylpropan-2-yl)-1H-1,2,4-triazol-5-yl)methyl)isoxazole-5-carboxamide BrC=1C(=NC(=NC1)C1=NOC(=C1)C(=O)NCC1=NC(=NN1)C(C(F)(F)F)(C)C)C